O1-benzyl O2-methyl piperazine-1,2-dicarboxylate N1(C(CNCC1)C(=O)OC)C(=O)OCC1=CC=CC=C1